fluoro-N-isopropyl-2-[5-(trifluoromethyl)-1,3,4-thiadiazol-2-yloxy]acetanilide FC(C(=O)N(C1=CC=CC=C1)C(C)C)OC=1SC(=NN1)C(F)(F)F